CC1=NN(C(=N1)C)CCCO 3-(3,5-dimethyl-1,2,4-triazol-1-yl)propan-1-ol